(S)-3-(1-cyclopentyl-5-(2-(trifluoromethyl)phenyl)-1H-pyrazole-3-carboxamido)-5-(2-oxopiperidin-1-yl)pentanoic acid C1(CCCC1)N1N=C(C=C1C1=C(C=CC=C1)C(F)(F)F)C(=O)N[C@H](CC(=O)O)CCN1C(CCCC1)=O